CC1=C(C2=CC=CC=C2C(=C1)NS(=O)(=O)CC(F)(F)F)OC=1N=CSC1C1=NC(=NC=C1)N[C@@H]1CC[C@H](CC1)NC(OC(C)(C)C)=O tert-butyl N-[(trans)-4-{[4-(4-{[2-methyl-4-(2,2,2-trifluoroethanesulfonamido)naphthalen-1-yl]oxy}-1,3-thiazol-5-yl)pyrimidin-2-yl]amino}cyclohexyl]carbamate